di-(4-methyl-2-benzothiazolyl) disulfide CC1=CC=CC2=C1N=C(S2)SSC=2SC1=C(N2)C(=CC=C1)C